4-(2-((tert-butyldimethylsilyl)oxy)ethyl)-6-(tributylstannyl)pyrimidine [Si](C)(C)(C(C)(C)C)OCCC1=NC=NC(=C1)[Sn](CCCC)(CCCC)CCCC